ClC1=C(C=CC(=C1)OC1=CC2=C(N(N=N2)C)C=C1)NC=1C2=C(N=CN1)C=NC(=N2)S(=O)C N-(2-chloro-4-((1-methyl-1H-benzo[d][1,2,3]triazol-5-yl)-oxy)phenyl)-6-(methylsulfinyl)pyrimido[5,4-d]pyrimidin-4-amine